1-((4-acryloyl-1,4-diazepan-1-yl)sulfonyl)pyrrolidine C(C=C)(=O)N1CCN(CCC1)S(=O)(=O)N1CCCC1